BrC1=CC=CC(=N1)NC(=O)[C@H]1N(C[C@@H](C1)C#N)C(=O)OC(C)(C)C (2S,4R)-tert-butyl 2-((6-bromopyridin-2-yl)carbamoyl)-4-cyanopyrrolidine-1-carboxylate